ClC1=CC=C(C=C1)CC(=O)N1C=CC2=CC=C(C=C12)OC(F)(F)F 2-(4-chlorophenyl)-1-(6-(trifluoromethoxy)indol-1-yl)ethanone